tert-butyl-((4-(4-(2,6-dioxopiperidin-3-yl)-2-fluorophenyl) piperazin-1-yl) methyl)-2-azaspiro[3.5]nonane-2-carboxylate C(C)(C)(C)C1(N(CC12CCCCC2)C(=O)[O-])CN2CCN(CC2)C2=C(C=C(C=C2)C2C(NC(CC2)=O)=O)F